COC1=CC=C(C=C1)CN1N=C2N(C=C(C=C2)C2=CC=C(C=C2)S(=O)(=O)[C@@H]2CC[C@H](CC2)NC2=CC=C(C=C2)S(F)(F)(F)(F)F)C1=O 2-[(4-methoxyphenyl)methyl]-6-(4-{[trans-4-{[4-(pentafluoro-λ6-sulfanyl)phenyl]Amino}cyclohexyl]sulfonyl}phenyl)-2H,3H-[1,2,4]triazolo[4,3-a]pyridin-3-one